(S)-1-[2-(Benzo[d]isoxazol-3-yl)phenyl]-2-[3-fluoro-6-(1H-pyrazol-4-yl)pyridin-2-yl]ethan-1-amine hydrochloride Cl.O1N=C(C2=C1C=CC=C2)C2=C(C=CC=C2)[C@H](CC2=NC(=CC=C2F)C=2C=NNC2)N